C1(CC1)NC(=O)C1=NC=C2N1C=C(C=C2N2C[C@@H](O[C@H](C2)C)C)S(N(COCC[Si](C)(C)C)C2(COC2)C)(=O)=O N-cyclopropyl-8-((2S,6S)-2,6-dimethylmorpholinyl)-6-(N-(3-methyloxetane-3-yl)-N-((2-(trimethylsilyl)ethoxy)methyl)sulfamoyl)imidazo[1,5-a]pyridine-3-carboxamide